FC=1C=C(COC2=CC=C(C=C2)CO)C=CC1 (4-((3-fluorobenzyl)oxy)phenyl)methanol